2-(1-(5-((5-Chloro-4-fluoro-2,3-dihydro-1H-inden-2-yl)amino)pyridin-2-yl)-2,2,2-trifluoroethyl)-8-(cyclopropylmethyl)-2,8-diazaspiro[4.5]decan-1-one ClC=1C(=C2CC(CC2=CC1)NC=1C=CC(=NC1)C(C(F)(F)F)N1C(C2(CC1)CCN(CC2)CC2CC2)=O)F